1,2-Propylenbiscarbamat C(C(C)NC([O-])=O)NC([O-])=O